(S)-5-(Hydroxymethyl)-4,5-dimethyl-2-(((1r,3S)-3-(3,4,5-trifluorophenoxy)cyclobutyl)amino)-4,5,9,10-tetrahydro-6H,8H-pyrido[3,2,1-de]pteridin-6-one OC[C@]1(C(N2C3=C(N=C(N=C3N1C)NC1CC(C1)OC1=CC(=C(C(=C1)F)F)F)CCC2)=O)C